(1S,3R,4S)-N-((S)-1-cyano-2-((R)-2-oxopyrrolidin-3-yl)ethyl)-2-(4-(difluoromethyl)-1H-indole-2-carbonyl)-5,5-difluoro-2-azabicyclo[2.2.2]octane-3-carboxamide C(#N)[C@H](C[C@@H]1C(NCC1)=O)NC(=O)[C@@H]1N([C@@H]2CC([C@H]1CC2)(F)F)C(=O)C=2NC1=CC=CC(=C1C2)C(F)F